(S)-N-(5-(5-chlorothiophen-2-yl)-4-cyclobutyl-1-methyl-1H-pyrazol-3-yl)-2,2-difluorocyclopropane-1-carboxamide ClC1=CC=C(S1)C1=C(C(=NN1C)NC(=O)[C@H]1C(C1)(F)F)C1CCC1